C(C)(C)(C)OC(=O)N1C(OCC1C=O)(C)C 4-formyl-2,2-dimethyl-1,3-oxazolidine-3-carboxylic acid tert-butyl ester